tert-butyl (S)-3-(hydroxymethyl)-5-oxopiperazine-1-carboxylate OC[C@@H]1CN(CC(N1)=O)C(=O)OC(C)(C)C